3-Bromo-2-(trifluoromethyl)pyridin-5-yl 3-[4-(2-aminothiazol-4-yl)-1H-1,2,3-triazol-1-yl]-3-deoxy-1-thio-α-D-galactopyranoside NC=1SC=C(N1)C=1N=NN(C1)[C@@H]1[C@H]([C@@H](SC=2C=C(C(=NC2)C(F)(F)F)Br)O[C@@H]([C@@H]1O)CO)O